COC[C@@H](C)OC1=CC=C(C[C@@H]2N(CCC2)C2=CC(=CC(N2)=O)N2CCOCC2)C=C1 6-((R)-2-(4-(((R)-1-methoxypropan-2-yl)oxy)benzyl)pyrrolidin-1-yl)-4-morpholinopyridin-2(1H)-one